Benzo[d]isooxazol O1N=CC2=C1C=CC=C2